1-(1-ethyl-5-methyl-1H-imidazol-2-yl)ethan-1-ol C(C)N1C(=NC=C1C)C(C)O